N-(3-(2-(4-(2,3-dichlorophenyl)piperazin-1-yl)ethyl)cyclobutyl)propanamide calcium [Ca].ClC1=C(C=CC=C1Cl)N1CCN(CC1)CCC1CC(C1)NC(CC)=O